O=C(C(=O)N)N1[C@H](CC[C@@H](C1)C)C=1C=CC2=C(N=CS2)C1 |r| 2-oxo-2-[rac-(2R,5S)-2-(1,3-benzothiazol-5-yl)-5-methyl-1-piperidyl]acetamide